OCCN(CCO)CCO tris(2-hydroxyethyl)amine